CN1CCN(CC1)C=1C=C2C=C(NC2=CC1)C=1C=CC(=C2CNC(C12)=O)C=1C=NN2C1C=CC=C2 7-[5-(4-methylpiperazin-1-yl)-1H-indol-2-yl]-4-(pyrazolo[1,5-a]pyridin-3-yl)-2,3-dihydro-1H-isoindol-1-one